ClC1=CN=CC(=N1)C1(CCCCC1)C(=O)OCC Ethyl 1-(6-chloropyrazin-2-yl)cyclohexane-1-carboxylate